N-(4-cyano-2-fluoro-phenyl)-5-(3-pyridyl)-1H-pyrrole-3-sulfonamide C(#N)C1=CC(=C(C=C1)NS(=O)(=O)C1=CNC(=C1)C=1C=NC=CC1)F